5-acetyl-1-bromo-4,6,7,8-tetrahydro-3H-9-oxa-2-thia-4-azabenzo[cd]azulene-3-one C(C)(=O)C=1NC(C=2SC(=C3OCCCC1C23)Br)=O